CN(CCC1=CNC2=CC=CC(=C12)OC(F)(F)F)C N,N-dimethyl-2-(4-(trifluoromethoxy)-1H-indol-3-yl)ethan-1-amine